Cl.[Cl-].NCC[N+](CC#C)(C)C N-(2-aminoethyl)-N,N-dimethylprop-2-yn-1-aminium chloride hydrochloric acid salt